3-(3-fluorophenyl)pyrrolidine hydrochloride Cl.FC=1C=C(C=CC1)C1CNCC1